ClC1=CC=C(S1)CNC1=CC(=NN1C(C(C)(C)C)=O)C1CN(C1)S(=O)(=O)C 1-(5-{[(5-chlorothiophen-2-yl)methyl]amino}-3-(1-methanesulfonylazetidin-3-yl)-1H-pyrazol-1-yl)-2,2-dimethylpropan-1-one